6-cyano-5-(4-((2-(3-ethylureido)-3-fluoropyridin-4-yl)methyl)piperidin-1-yl)-N-methylpicolinamide C(#N)C1=C(C=CC(=N1)C(=O)NC)N1CCC(CC1)CC1=C(C(=NC=C1)NC(=O)NCC)F